C1(=CC(=CC=C1)C#CCN)C#CCN 3,3'-(1,3-phenylene)bis(prop-2-yn-1-amine)